CC1(O[C@H](CN(C1)C1=C(C(=O)NC2=CC(=NC=C2)S(N)(=O)=O)C=C(C=N1)C(F)(F)F)C(F)(F)F)C (R)-2-(2,2-dimethyl-6-(trifluoromethyl)morpholino)-N-(2-sulfamoylpyridin-4-yl)-5-(trifluoromethyl)nicotinamide